6-(4-fluorobenzyl)-2,3,9-trimethoxy-6H-dibenzo[c,e][1,2]thiazine 5,5-dioxide FC1=CC=C(CN2S(C3=C(C4=C2C=CC(=C4)OC)C=C(C(=C3)OC)OC)(=O)=O)C=C1